4-(4-(((3-aminooxetan-3-yl)methyl)amino)-6-methylquinazolin-2-yl)-2,3,4,5-tetrahydrobenzo[f][1,4]thiazepin-1,1-Dioxide NC1(COC1)CNC1=NC(=NC2=CC=C(C=C12)C)N1CCS(C2=C(C1)C=CC=C2)(=O)=O